2-(5-((2-azaspiro[3.3]heptan-6-yl)thio)pyrazin-2-yl)-5-(1H-imidazol-1-yl)phenol C1NCC12CC(C2)SC=2N=CC(=NC2)C2=C(C=C(C=C2)N2C=NC=C2)O